2-(cyclopropylmethyl)-4-(trifluoromethyl)phenol C1(CC1)CC1=C(C=CC(=C1)C(F)(F)F)O